CC(C)=CCC[C@@H](C)CC=O R-citronellal